ethyl (2,2,2-trifluoroethyl)vinylphosphinate FC(CC=CP(OCC)=O)(F)F